C(=O)(O)C=1C=C(C=CC1C(=O)O)OC1=CC(=C(C=C1)C(=O)O)C(=O)O bis(3,4-dicarboxyphenyl)ether